[1,3]Dioxole-4-carbaldehyde O1COC(=C1)C=O